(2R,3S)-3-(1-(4-tert-butylbenzyl)-1H-pyrazol-3-yl)-2-(2,4-difluorophenyl)-1-(1H-tetrazol-1-yl)butan-2-ol C(C)(C)(C)C1=CC=C(CN2N=C(C=C2)[C@@H]([C@@](CN2N=NN=C2)(O)C2=C(C=C(C=C2)F)F)C)C=C1